N-(3-bromo-5-methanesulfonylphenyl)-1-(2-formylphenyl)-1H-pyrazole-4-carboxamide BrC=1C=C(C=C(C1)S(=O)(=O)C)NC(=O)C=1C=NN(C1)C1=C(C=CC=C1)C=O